C(#N)C1=C(OC=2C(=C3C(N(C=NC3=CC2)[C@H]2COC3(C2)CCNCC3)=O)F)C(=CC=C1NS(N(C)CC)(=O)=O)F (3R)-3-[6-[2-cyano-3-[[ethyl(methyl)sulfamoyl]amino]-6-fluoro-phenoxy]-5-fluoro-4-oxo-quinazolin-3-yl]-1-oxa-8-azaspiro[4.5]decane